C(C)OCCOC1=CC=C(C=C1)C=C 1-(2-ethoxyethoxy)-4-vinylbenzene